cobalt-chromium-aluminum-yttrium oxide [O-2].[Y+3].[Al+3].[Cr+3].[Co+2]